5-{(7R)-7-[(2-cyclopentylethyl)amino]-1-fluoro-3-hydroxy-5,6,7,8-tetrahydronaphthalen-2-yl}-1λ6,2,5-thiadiazolidine-1,1,3-trione C1(CCCC1)CCN[C@@H]1CCC=2C=C(C(=C(C2C1)F)N1CC(NS1(=O)=O)=O)O